FC=1C(=NC(=NC1)NC1=NC=CC(=C1)N1CCN(CC1)C(=O)OC(C)(C)C)C1=CC2=C(OCCN2C(C)C)C(=C1)F tert-butyl 4-(2-((5-fluoro-4-(8-fluoro-4-isopropyl-3,4-dihydro-2H-benzo[b][1,4]oxazin-6-yl)pyrimidin-2-yl)amino)pyridin-4-yl)piperazine-1-carboxylate